CN1N=CC(=C1)CN1C(N(C2=C(C1=O)C=C(S2)S(=O)(=O)NC2(CC2)C)CC=2C=C1CC(NC1=CC2)=O)=O 3-((1-methyl-1H-pyrazol-4-yl)methyl)-N-(1-methylcyclopropyl)-2,4-dioxo-1-((2-oxoindolin-5-yl)methyl)-1,2,3,4-tetrahydrothieno[2,3-d]pyrimidine-6-sulfonamide